bismuth 2,4-dihydroxybenzoate OC1=C(C(=O)[O-])C=CC(=C1)O.[Bi+3].OC1=C(C(=O)[O-])C=CC(=C1)O.OC1=C(C(=O)[O-])C=CC(=C1)O